2,2-dimethyl-4,12-dioxo-3,8-dioxa-5,11-diazahexadecane CC(C)(OC(NCCOCCNC(CCCC)=O)=O)C